4-bromo-1,2-butylene oxide BrCCC1CO1